(1-benzyl-5-(4-bromophenyl)-1H-imidazol-2-yl)(4-bromophenyl)methanone C(C1=CC=CC=C1)N1C(=NC=C1C1=CC=C(C=C1)Br)C(=O)C1=CC=C(C=C1)Br